aluminium Aluminum [Al].[Al]